C(CCCCCCCCCCCCCCCCCCCCCCCCCCCCCCCC)(=O)OCCCCCCCC\C=C\CCCCCCCC elaidyl tritriacontanoate